CC=1N=C2N(C=CC=3[C@H]([C@@H]([C@H](NC23)C2=CC=CC=C2)O)O)C1C (7R,8R,9R)-2,3-Dimethyl-7,8-dihydroxy-9-phenyl-7,8,9,10-tetra-hydroimidazo[1,2-h][1,7]naphthyridine